N1C[C@H](CCCC1)NC=1C2=C(N=CN1)C(=CC(=N2)C2=CC=C(C=C2)CN2CCOCC2)C(=O)N (S)-4-(azepan-3-ylamino)-6-(4-(morpholinomethyl)phenyl)pyrido[3,2-d]pyrimidine-8-carboxamide